COC(=O)C1=NC(=CC=C1)COC1=CC=CC=C1 6-(phenoxymethyl)pyridine-2-carboxylic acid methyl ester